rac-tert-butyl (3RS,4RS)-3-amino-4-fluoropyrrolidine-1-carboxylate N[C@@H]1CN(C[C@H]1F)C(=O)OC(C)(C)C |r|